6-{[2-Chloro-4-fluoro-5-(7-morpholin-4-yl-quinazolin-4-yl)phenyl]-hydroxymethyl}-pyridazine-3-carboxylic acid ClC1=C(C=C(C(=C1)F)C1=NC=NC2=CC(=CC=C12)N1CCOCC1)C(C1=CC=C(N=N1)C(=O)O)O